S1N=CC(=C1)C1=CCCN(C1)C(=O)OC(C)(C)C tert-Butyl 5-(isothiazol-4-yl)-3,6-dihydropyridine-1(2H)-carboxylate